C(C1=CC=CC=C1)N1C(CC(CC1)(O)C=1C=C2C(N(C(C2=CC1)=O)C1C(NC(CC1)=O)=O)=O)C 5-(1-benzyl-4-hydroxy-2-methyl-piperidin-4-yl)-2-(2,6-dioxopiperidin-3-yl)isoindoline-1,3-dione